C(#C)[C@H]1[C@@H](C1)C1CC2(C1)CCN(CC2)C2=CC(=C(C=C2)[N+](=O)[O-])OC 2-((1S,2R)-2-ethynylcyclopropyl)-7-(3-methoxy-4-nitrophenyl)-7-azaspiro[3.5]nonane